4-bromooxazole hydrochloride Cl.BrC=1N=COC1